CC1(OCC(CO1)COCCCN(CC)CC)C 3-((2,2-dimethyl-1,3-dioxan-5-yl)methoxy)-N,N-diethylpropan-1-amine